(R)-4-(1-(4-([1,4'-Bipiperidin]-1'-yl)-2-fluorophenyl)-3-(3-aminopiperidin-1-carbonyl)-1H-pyrazol-5-yl)-2-fluorobenzonitril N1(CCCCC1)C1CCN(CC1)C1=CC(=C(C=C1)N1N=C(C=C1C1=CC(=C(C#N)C=C1)F)C(=O)N1C[C@@H](CCC1)N)F